dec-6,9-dien-2-one CC(CCCC=CCC=C)=O